BrC1=CC=C(C(=O)C=2CC(N3C2NCC3)(C3=CC=CC=C3)O)C=C1 7-(4-bromobenzoyl)-5-hydroxy-5-phenyl-2,3-dihydro-1H-pyrrolo[1,2-a]imidazole